4-fluoro-N-(2-((2R,3R)-2-methyl-piperidin-3-yl)thieno[2,3-b]pyridin-4-yl)benzo[d]thiazol-5-amine FC1=C(C=CC2=C1N=CS2)NC2=C1C(=NC=C2)SC(=C1)[C@H]1[C@H](NCCC1)C